FC1=C2C(=NC=3N(C2=CC=C1)C(=NN3)C)C3CCNC1=C(O3)C(=CC=C1)C#CC1(CC1)C(F)(F)F (6-fluoro-1-methyl-[1,2,4]triazolo[4,3-a]quinazolin-5-yl)-9-((1-(trifluoromethyl)cyclopropyl)ethynyl)-2,3,4,5-tetrahydrobenzo[b][1,4]oxazepine